6-amino-N-(5-chloro-6-(5-chloro-2-cyclopropylphenyl)pyridin-2-yl)pyridine-2-sulfonamide NC1=CC=CC(=N1)S(=O)(=O)NC1=NC(=C(C=C1)Cl)C1=C(C=CC(=C1)Cl)C1CC1